(4aR,6R,7R,8R,8aR)-8-(4-(3,5-difluorophenyl)-1H-1,2,3-triazol-1-yl)-7-hydroxy-2,2-dimethylhexahydropyrano[3,2-d][1,3]dioxine-6-carboxylic acid FC=1C=C(C=C(C1)F)C=1N=NN(C1)[C@@H]1[C@H]([C@@H](O[C@H]2[C@@H]1OC(OC2)(C)C)C(=O)O)O